N-(6-(4-isopropyl-5-methyl-4H-1,2,4-triazol-3-yl)pyridin-2-yl)-3-methoxy-1-(pyrazin-2-yl)-1H-pyrazole-4-carboxamide C(C)(C)N1C(=NN=C1C)C1=CC=CC(=N1)NC(=O)C=1C(=NN(C1)C1=NC=CN=C1)OC